CC1=C2C(=CC=C1)NC(=S)N2 methyl-2-Mercaptobenzimidazole